3-ethylsulfanyl-2-isoxazoline C(C)SC1=NOCC1